FC1=C(C(=CC(=C1)F)OCCOC)C1=C2C(=C(N=C1C=1C=NC=3CCN(CC3C1)C(C=C)=O)C=1C=C3C=NN(C3=CC1)C)SC=C2 1-[3-[4-[2,4-difluoro-6-(2-methoxyethoxy)phenyl]-7-(1-methylindazol-5-yl)thieno[2,3-c]pyridin-5-yl]-7,8-dihydro-5H-1,6-naphthyridin-6-yl]prop-2-en-1-one